(5S,8S,10aR)-N8-((R)-chroman-4-yl)-N3-cyclohexyl-5-((S)-2-(methylamino)propanamido)-6-oxooctahydropyrrolo[1,2-a][1,5]diazocine-3,8(4H)-dicarboxamide O1CC[C@H](C2=CC=CC=C12)NC(=O)[C@@H]1CC[C@H]2N1C([C@H](CN(CC2)C(=O)NC2CCCCC2)NC([C@H](C)NC)=O)=O